C(#C)C=1C(=CC2=C(N=C(O2)N(C)C)C1)F 5-ethynyl-6-fluoro-N,N-dimethylbenzo[d]oxazol-2-amine